ClC=1C(=CC(=C(C=O)C1)O)OCC=1C(=C(C=CC1)C1=C(C(=CC=C1)OCCCN1CC2(C1)CC(CC2)O)C)C 5-chloro-2-hydroxy-4-((3'-(3-(6-hydroxy-2-azaspiro[3.4]oct-2-yl)propoxy)-2,2'-dimethyl-[1,1'-biphenyl]-3-yl)methoxy)benzaldehyde